ethyl 2-(6-acetoxy-1,1-dimethyl-2,3-dihydro-1H-inden-5-yl)-4-((4-methoxybenzyl)amino)-6-methylpyrimidine-5-carboxylate C(C)(=O)OC1=C(C=C2CCC(C2=C1)(C)C)C1=NC(=C(C(=N1)NCC1=CC=C(C=C1)OC)C(=O)OCC)C